allyl-2,6-dimethoxyphenol C(C=C)C=1C(=C(C(=CC1)OC)O)OC